C(CCCCCCC)SC1=CC=C(C=C1)C(C)=NNC(N)=N 2-(1-(4-(Octylthio)phenyl)ethylidene)hydrazine-1-carboximidamide